ClC=1C(N(C(=CC1[C@@H]1[C@H](C1)B1OC(C(O1)(C)C)(C)C)C)C1=CC(=NC=C1C)C=1C(=C(C=CC1)NC(=O)C1(CC1)C)F)=O N-(3-(3-chloro-5',6-dimethyl-2-oxo-4-((1S,2S)-2-(4,4,5,5-tetramethyl-1,3,2-dioxaborolan-2-yl)cyclopropyl)-2H-[1,4'-bipyridin]-2'-yl)-2-fluorophenyl)-1-methylcyclopropane-1-carboxamide